ClC1=CC=C(CN2CCN(CC2)C(=O)Cl)C=C1 4-(4-chlorobenzyl)piperazine-1-carbonyl chloride